1-methylcyclohexan-1-ol CC1(CCCCC1)O